C1(CC1)C(=O)NC1=NC=CC(=C1)C=1SC(=C(N1)OCC1CCN(CC1)CC1=NC=CC=C1)C(=O)NC 2-(2-(cyclopropanecarboxamido)pyridin-4-yl)-N-methyl-4-((1-(pyridin-2-ylmethyl)piperidin-4-yl)methoxy)thiazole-5-carboxamide